[(1R)-1-aminoethyl]-2-[5-(1-isocyano-2-naphthyl)-1-methyl-pyrazol-4-yl]-6H-pyrido[2,3-d]pyridazin-5-one N[C@H](C)C1=CC2=C(C=NNC2=O)N=C1C=1C=NN(C1C1=C(C2=CC=CC=C2C=C1)[N+]#[C-])C